ClC=1C(=C(C=C(C1)F)[C@](C([2H])([2H])[2H])(N)[2H])COC1=CC=C(C=C1)OC (1S)-1-{3-chloro-5-fluoro-2-[(4-methoxyphenoxy)methyl]phenyl}(2H4)ethan-1-amine